C(C)OCC=1C=CC(=NC1)NC1=CC=C2C=CNC2=C1 N-(5-(ethoxymethyl)pyridin-2-yl)-1H-indol-6-amine